10-oxa-4-azatricyclo[5.2.1.0^{2,6}]Dec-8-ene-3,5-dione C12C3C(NC(C3C(C=C1)O2)=O)=O